2,5-dibromomethoxypyridine BrCOC1=NC=C(C=C1)OCBr